(S)-tert-butyl (4-((4-(cyclopropylethynyl)-4-(1,1-difluoroethyl)-2-oxo-1,2,3,4-tetrahydroquinazolin-7-yl)methyl)-5-fluoropyrimidin-2-yl)carbamate C1(CC1)C#C[C@@]1(NC(NC2=CC(=CC=C12)CC1=NC(=NC=C1F)NC(OC(C)(C)C)=O)=O)C(C)(F)F